OCCOC1CN(CC(C1)C)C(=O)OC(C)(C)C tert-Butyl 3-(2-hydroxyethoxy)-5-methylpiperidine-1-carboxylate